(R)-spiro[azepan-4,4'-pyrido[2,3-d][1,3]oxazin]-2'(1'H)-one N1C(O[C@@]2(C3=C1N=CC=C3)CCNCCC2)=O